N[C@@H]1[C@@H](OCC12CCN(CC2)C=2N=CC(=NC2)SC2=C(C(=NC=C2)NC(=O)NS(=O)(=O)C2=CC=C(C=C2)F)Cl)C N-((4-((5-((3S,4S)-4-amino-3-methyl-2-oxa-8-azaspiro[4.5]decan-8-yl)pyrazin-2-yl)thio)-3-chloropyridin-2-yl)carbamoyl)-4-fluorobenzene-sulfonamide